(R)-ethyl 2-(2-((6-bromo-2,3-dihydro-1H-inden-1-yl)oxy)-4-(trifluoromethyl)phenyl)acetate BrC1=CC=C2CC[C@H](C2=C1)OC1=C(C=CC(=C1)C(F)(F)F)CC(=O)OCC